C(C)C1C(CN(CC1)C(=O)OC(C)(C)C)C1=NC=C(C=C1)C1=CC=C(C=C1)OC tert-butyl 4-ethyl-3-[5-(4-methoxyphenyl)-2-pyridyl]piperidine-1-carboxylate